2-(2,6-dioxopiperidin-3-yl)-N'-(6-methoxypicolinoyl)-1-oxoisoindoline-5-carbohydrazide O=C1NC(CCC1N1C(C2=CC=C(C=C2C1)C(=O)NNC(C1=NC(=CC=C1)OC)=O)=O)=O